NCCCOCCOCCOCCCN diethylene glycol bis(aminopropyl) ether